N1C(=CC=C1)C1=NC2=CC=CC=C2C(=C1)C(=O)O 2-(1H-pyrrol-2-yl)quinoline-4-carboxylic acid